C(#N)N1C(=NC(=C1)C)CC 1-Cyano-2-ethyl-4-methylimidazole